C1(CCCC1)S(=O)(=O)C=1C=C(C=CC1)NC(C1=C(N=C(C=C1)NC[C@H](C)O)N1CCC2(CC2)CC1)=O (S)-N-(3-(cyclopentylsulfonyl)phenyl)-6-((2-hydroxypropyl)amino)-2-(6-azaspiro[2.5]octan-6-yl)nicotinamide